FC(C)(F)C1=CC=C(C=C1)C=1C(=CC=CC1)C(=O)O 4'-(1,1-difluoroethyl)[1,1'-biphenyl]-2-carboxylic acid